N-((5-cyclobutoxy-1H-indol-2-yl)methyl)-4-((1-(6-(pyridazin-4-yl)-1H-indazol-4-yl)azetidin-3-yl)oxy)butan-1-amine C1(CCC1)OC=1C=C2C=C(NC2=CC1)CNCCCCOC1CN(C1)C1=C2C=NNC2=CC(=C1)C1=CN=NC=C1